N-(8-fluoro-2-methylimidazo[1,2-a]pyridin-6-yl)-5-(3-(methylamino)pyrrolidin-1-yl)cinnoline-8-carboxamide FC=1C=2N(C=C(C1)NC(=O)C=1C=CC(=C3C=CN=NC13)N1CC(CC1)NC)C=C(N2)C